COC(C1=C(C=C(C=C1)CC[C@@H](C=O)O)C#N)=O 2-cyano-4-[(3S)-3-hydroxy-4-oxo-butyl]Benzoic acid methyl ester